Cl.Cl.CN1CCN(CC1)[C@@H](C(=O)O)C (R)-2-(4-methylpiperazin-1-yl)propionic acid dihydrochloride